4-chlorobenzyl (4-((1-carbamoylpiperidin-4-yl)methyl)phenyl)carbamate C(N)(=O)N1CCC(CC1)CC1=CC=C(C=C1)NC(OCC1=CC=C(C=C1)Cl)=O